1-(3-phenyloxetan-3-yl)azetidin C1(=CC=CC=C1)C1(COC1)N1CCC1